FC1=C(C=C(C=C1)C(C)NC(=O)C=1C(=NC2=C(N=C(C=C2C1N1CCN[C@H](CC1)C)C)C1CC1)OCC(=O)O)OC {3-[N-(S)-1-(4-fluoro-3-methoxyphenyl)ethylcarbamoyl]-4-[(S)-5-methyl-1,4-diazepan-1-yl]-8-cyclopropyl-6-methyl-1,7-diaza-2-naphthyloxy}acetic acid